4,5,6,7-tetrahydro-1,4-oxazepin O1C=CNCCC1